C(C)(C)(C)OC(=O)N1C=C(C2=CC(=CC=C12)OC)CC(N1CCCC1)=O 5-methoxy-3-(2-oxo-2-(pyrrolidin-1-yl)ethyl)-1H-indole-1-carboxylic acid tert-butyl ester